3-((2-fluoro-6-methoxypyridin-4-yl)amino)-1H-pyrazole-4-carboxamide FC1=NC(=CC(=C1)NC1=NNC=C1C(=O)N)OC